The molecule is an organic cation resulting from the protonation of the primary amino group of 4-hydroxytryptamine. The major species at pH 7.3. It is an ammonium ion derivative and an organic cation. It is a conjugate acid of a 4-hydroxytryptamine. C1=CC2=C(C(=C1)O)C(=CN2)CC[NH3+]